titanium pyridinimine N1C(C=CC=C1)=N.[Ti]